F[C@H]1CN(CC[C@@H]1NC(OC(C)(C)C)=O)C(NC=1N=CC2=CC=C(C=C2C1)C=1SC(=NN1)C)=O tert-butyl ((3S,4S)-3-fluoro-1-((6-(5-methyl-1,3,4-thiadiazol-2-yl)isoquinolin-3-yl)carbamoyl)piperidin-4-yl)carbamate